2-(3-Chlorophenoxy)-1-(4-(5-(trifluoromethyl)-1,2,4-oxadiazol-3-yl)phenyl)ethan-1-on ClC=1C=C(OCC(=O)C2=CC=C(C=C2)C2=NOC(=N2)C(F)(F)F)C=CC1